FC(C)(F)C=1N=CNC(C1OC1=C(C#N)C=C(C=C1)C)=O ((4-(1,1-difluoroethyl)-6-oxo-1,6-dihydropyrimidin-5-yl)oxy)-5-methylbenzonitrile